NC1=NC=CC=C1C1=NC=2C(=NC=C(C2)C=2C=NC=CC2)N1C1=CC=C(C=C1)CNC(OC(C)(C)C)=O tert-butyl N-[[4-[2-(2-amino-3-pyridyl)-6-(3-pyridyl)imidazo[4,5-b]pyridin-3-yl]phenyl]methyl]carbamate